C(C)OC(=O)C1=NOC(C1)C1=CC=CC=C1 5-phenyl-4,5-dihydroisoxazole-3-carboxylic acid ethyl ester